NC(C([C@H](CC1=CC=CC=C1)NC(C1=C(C=CC=C1C(F)(F)F)C(F)(F)F)=O)=O)=O (S)-N-(4-amino-3,4-dioxo-1-phenylbutan-2-yl)-2,6-bis(trifluoromethyl)benzamide